ICC1OC(OC1C(C)C)=O 4-iodomethyl-5-isopropyl-1,3-dioxolan-2-one